tert-Butyl 3-((R)-(4-chloro-2,5-difluorophenyl)((R)-1-((S)-1-((3-cyanoazetidin-1-yl)sulfonyl) piperidine-3-carbonyl)pyrrolidine-2-carboxamido)methyl)azetidine-1-carboxylate ClC1=CC(=C(C=C1F)[C@@H](C1CN(C1)C(=O)OC(C)(C)C)NC(=O)[C@@H]1N(CCC1)C(=O)[C@@H]1CN(CCC1)S(=O)(=O)N1CC(C1)C#N)F